(4-(pyridin-3-yl)piperazin-1-yl)methanone N1=CC(=CC=C1)N1CCN(CC1)C=O